FC1=C(C(=CC=C1)F)C#CC1=NNC2=NC(=C(N=C21)CF)N2CCC1([C@@H]([C@@H](OC1)C)N)CC2 (3S,4S)-8-(3-((2,6-difluorophenyl)ethynyl)-5-(fluoromethyl)-1H-pyrazolo[3,4-b]pyrazin-6-yl)-3-methyl-2-oxa-8-azaspiro[4.5]decan-4-amine